(2-(N-(4-chloro-5-methylisoxazol-3-yl)-N-((2-(trimethylsilyl) ethoxy) methyl) sulfamoyl) phenyl) borate B(OC1=C(C=CC=C1)S(N(COCC[Si](C)(C)C)C1=NOC(=C1Cl)C)(=O)=O)([O-])[O-]